4-(4-methylaminobutyl)aniline CNCCCCC1=CC=C(N)C=C1